BrC=1C=CC=C2C=CC=C(C12)C(=O)OC(C)(C)C tert-butyl 8-bromo-1-naphthoate